N-((S)-(4,4-Difluorocyclohexyl)(5-((S)-2-hydroxy-1-((S)-2-oxo-4-(trifluoromethyl)imidazolidin-1-yl)ethyl)benzo[d]oxazol-2-yl)methyl)-4-methyl-1,2,5-oxadiazole-3-carboxamide FC1(CCC(CC1)[C@H](NC(=O)C1=NON=C1C)C=1OC2=C(N1)C=C(C=C2)[C@@H](CO)N2C(N[C@@H](C2)C(F)(F)F)=O)F